11-(4-(dimethylamino)phenyl)-17-hydroxy-13-methyl-17-(prop-1-yn-1-yl)-1,2,6,7,8,11,12,13,14,15,16,17-dodecahydro-3H-cyclopenta[a]phenanthren-3-one CN(C1=CC=C(C=C1)C1CC2(C(CCC2C2CCC3=CC(CCC3=C12)=O)(C#CC)O)C)C